(6-Fluoroisoquinolin-1-yl)methanol FC=1C=C2C=CN=C(C2=CC1)CO